3H-2,1-benzoxaborol B1OCC2=C1C=CC=C2